1-((2S,5S)-4-((R)-6-chloro-7-(3-cyclopropyl-5-methyl-1H-indazol-4-yl)-2-(3-(dimethylamino)azetidin-1-yl)-8-fluoroquinazolin-4-yl)-2,5-dimethylpiperazin-1-yl)prop-2-en-1-one ClC=1C=C2C(=NC(=NC2=C(C1C1=C2C(=NNC2=CC=C1C)C1CC1)F)N1CC(C1)N(C)C)N1C[C@@H](N(C[C@@H]1C)C(C=C)=O)C